FC(C1=NOC(=N1)C=1C(=NC(=NC1)NC1=CC=C(C(=O)N(C)C)C=C1)N[C@H](CO)C1=CC=CC=C1)F 4-[[5-[3-(difluoromethyl)-1,2,4-oxadiazol-5-yl]-4-[[(1S)-2-hydroxy-1-phenyl-ethyl]amino]pyrimidin-2-yl]amino]-N,N-dimethyl-benzamide